OCOC(C(CCCCCCCC)=O)C1=CC=CC=C1 Hydroxymethoxyphenyl-Decanone